cis-Ethyl-8-((3-cyano-4-fluorophenyl)carbamoyl)-7-methyl-3a,4,10,10a-tetrahydro-1H,7H-dipyrrolo[3,4-b:3',4'-f][1,4,5]oxathiazocin-2(3H)-carboxylat-5,5-dioxid C(C)C1N(CC2NS(C=3C(OCC21)=C(N(C3)C)C(NC3=CC(=C(C=C3)F)C#N)=O)(=O)=O)C(=O)[O-]